N-(5-(4-acetamidophenyl)thiazolo[5,4-b]pyridin-2-yl)-6-cyano-4-(5-cyano-2-methoxyphenyl)nicotinamide C(C)(=O)NC1=CC=C(C=C1)C1=CC=C2C(=N1)SC(=N2)NC(C2=CN=C(C=C2C2=C(C=CC(=C2)C#N)OC)C#N)=O